Cyclopentyl butyrate C(CCC)(=O)OC1CCCC1